CC(CN)(CCN)C 2,2-dimethyl-1,4-butanediamine